(((1-((2-(ethoxymethoxy)naphthalen-1-yl)methyl)naphthalen-2-yl)oxy)methyl)piperidine C(C)OCOC1=C(C2=CC=CC=C2C=C1)CC1=C(C=CC2=CC=CC=C12)OCN1CCCCC1